N-((5-(tert-butyl)-2-methoxyphenyl)sulfonyl)-7-(1H-pyrazol-1-yl)benzofuran-2-carboxamide C(C)(C)(C)C=1C=CC(=C(C1)S(=O)(=O)NC(=O)C=1OC2=C(C1)C=CC=C2N2N=CC=C2)OC